1-N'-(4-fluorophenyl)-1-N-[4-[7-(methylcarbamoyl)quinolin-4-yl]oxyphenyl]cyclopropane-1,1-dicarboxamide FC1=CC=C(C=C1)NC(=O)C1(CC1)C(=O)NC1=CC=C(C=C1)OC1=CC=NC2=CC(=CC=C12)C(NC)=O